P(=O)(OCCCC)(OCCCC)[O-] din-butyl phosphate